FC(C1=C(C=CC(=C1)C(F)(F)F)CC(=O)N(CC=1OC(=NN1)C=1N=NC(=CC1)C1CCNCC1)C1=CC=C(C=C1)F)(F)F 2-(2,4-bis(trifluoromethyl)phenyl)-N-(4-fluorophenyl)-N-((5-(6-(piperidin-4-yl)pyridazin-3-yl)-1,3,4-oxadiazol-2-yl)methyl)acetamide